NC1CN(CC1)C1=NC(=CC(=N1)N1CC=2C(=NC=CC2C1=O)C1=C(C(=CC=C1F)F)OC)C 2-(2-(3-aminopyrrolidin-1-yl)-6-methylpyrimidin-4-yl)-4-(3,6-difluoro-2-methoxyphenyl)-2,3-dihydro-1H-pyrrolo[3,4-c]pyridin-1-one